2,5-bis(1-hydroxy-6-oxo-1,6-dihydropyridine-2-carboxamido)benzenesulfonic acid ON1C(=CC=CC1=O)C(=O)NC1=C(C=C(C=C1)NC(=O)C=1N(C(C=CC1)=O)O)S(=O)(=O)O